N-methoxymethanamine-hydrochloric acid salt Cl.CONC